8-(3-(2-sulfamoylaminoethyl)azetidin-1-yl)-4-fluoro-1-methyl-1H-imidazo[4,5-g]Quinazoline S(N)(=O)(=O)NCCC1CN(C1)C1=NC=NC=2C(=C3C(=CC12)N(C=N3)C)F